ClC=1C=C(C=NC1)C(=O)NN 5-Chloropyridine-3-carboxylic acid hydrazide